2-methyldihydro-2H-pyran-3(4H)-one CC1OCCCC1=O